BrCCCCCCCCCCCCCCCCCCCCO 20-bromo-1-eicosanol